ClC1=CC(=NC=N1)N 6-chloro-4-pyrimidinamine